3-hydrazino-8-fluoro-5H-[1,2,4]Triazino[5,6-b]Indole N(N)C=1N=NC2=C(NC=3C=CC(=CC23)F)N1